COC(C1=C(C=C(C(=C1)F)C1=CC=CC=2CN(COC21)C(C2=C(C=C(C=C2Cl)N2CC1(C2)CC[C@H]1O)Cl)=O)N1C2COCC1CC2)=O |r| 4-[3-[2,6-Dichloro-4-(rac-7-hydroxy-2-azaspiro[3.3]heptan-2-yl)benzoyl]-2,4-dihydro-1,3-benzoxazin-8-yl]-5-fluoro-2-(3-oxa-8-azabicyclo[3.2.1]oct-8-yl)benzoic acid methyl ester